5-oxo-1-phenylpyrrolidine-2-carboxamide O=C1CCC(N1C1=CC=CC=C1)C(=O)N